C(C)OC(C1=C(C(=C(C=C1)F)NC=1N(N=C(C1)F)CC1=CC=CC=C1)F)=O 3-(2-benzyl-5-fluoropyrazole-3-ylamino)-2,4-difluorobenzoic acid ethyl ester